methyl (6-((methyl-d3)carbamoyl)-5-((2-(methylsulfonyl)phenyl)amino)pyridazin-3-yl)carbamate C([2H])([2H])([2H])NC(=O)C1=C(C=C(N=N1)NC(OC)=O)NC1=C(C=CC=C1)S(=O)(=O)C